N1=NC(=CC=C1)C#CC1=CC=C(OC2=C(N=NN2)C(=O)O)C=C1 5-(4-(2-(pyridazin-3-yl)ethynyl)phenoxy)-1H-1,2,3-triazole-4-carboxylic acid